C(C)(=O)C1=C(C(=NC(=C1)Cl)C[C@@]1(C[C@H](N(CC1)CC1=C(C(=CC=C1)Cl)F)C)C(=O)OC(C)(C)C)F tert-butyl (2R,4R)-4-((4-acetyl-6-chloro-3-fluoropyridin-2-yl)methyl)-1-(3-chloro-2-fluorobenzyl)-2-methylpiperidine-4-carboxylate